C(C(=O)O)(=O)O.N1N=CN=C1 1,2,4-triazole oxalate